[3-[tert-butyl-(diphenyl)silyl]oxycyclobutyl]methanol C(C)(C)(C)[Si](OC1CC(C1)CO)(C1=CC=CC=C1)C1=CC=CC=C1